BrC1=CC(=CC2=C1N=CO2)CO (4-Bromobenzo[d]oxazol-6-yl)methanol